7-methyl-5-(4,4,5,5-tetramethyl-1,3,2-dioxaborolan-2-yl)pyrrolo[2,3-d]pyrimidin-4-amine CN1C=C(C2=C1N=CN=C2N)B2OC(C(O2)(C)C)(C)C